C(C)(C)(CC)O tert.pentanol